2-methyl-N4-((1-methyl-1H-imidazol-2-yl)methyl)-N1-(1-(2-(1-methyl-1H-pyrazol-4-yl)quinolin-4-yl)cyclopropyl)terephthalamide CC1=C(C(=O)NC2(CC2)C2=CC(=NC3=CC=CC=C23)C=2C=NN(C2)C)C=CC(=C1)C(=O)NCC=1N(C=CN1)C